2,2-dimethyl-N-(trans-3-methylpiperidin-4-yl)-3-((3-(trifluoromethoxy)pyridin-2-yl)oxy)propanamide CC(C(=O)N[C@H]1[C@@H](CNCC1)C)(COC1=NC=CC=C1OC(F)(F)F)C